7-azaspiro[3.5]nonan-2-ylmethanol C1C(CC12CCNCC2)CO